(R)-3-((S)-3-(4-(4-(((benzyloxy)carbonyl)amino)piperidin-1-yl)phenyl)-1-(tert-butoxy)-1-oxopropan-2-yl)pyrrolidine-1-carboxylic acid tert-butyl ester C(C)(C)(C)OC(=O)N1C[C@H](CC1)[C@@H](C(=O)OC(C)(C)C)CC1=CC=C(C=C1)N1CCC(CC1)NC(=O)OCC1=CC=CC=C1